C(C)(C)(C)C1N(CCC(C1)CNC(C(O)C(NCC1CCCCC1)=O)C)C(=O)O.C(CCCCCCCCC)C(N(C)C(CCCCCCCCCCCCC)=O)(CC(=O)O)CCCCCCCCCCCCCC decyltetradecyl-myristoylmethyl-β-alanine Tert-Butyl-4-[({1-[(cyclohexylmethyl)carbamoyl]-1-hydroxypropan-2-yl}amino)methyl]-piperidine-1-carboxylate